C(C1=CC=CC=C1)OC1=C(C=C(C=C1)F)C1(CC1)NC(OC(C)(C)C)=O tert-butyl (1-(2-(benzyloxy)-5-fluorophenyl) cyclopropyl)-carbamate